Cl[Zn]CC(=O)OCC chloro(ethoxycarbonylmethyl)zinc